N-(PYRIDINYL)PYRIMIDIN-2-AMINE N1=C(C=CC=C1)NC1=NC=CC=N1